C(CC)(=O)OCC1=CC=C(C=C1)OC(C)CC 4-(sec-butoxy)benzyl propionate